CC1=CC2=C(C3=CC=CC=C3C(=C2C=C1C)OCC)OCC 2,3-dimethyl-9,10-diethoxy-anthracene